C(=O)OCCCCOC=O Butylene glycol diformate